C[NH2+][C@@H](CC1=C(N=CN1C)S)C(=O)[O-] The molecule is an L-alpha-amino acid zwitterion formed from ovothiol B by transfer of a proton from the carboxy to the amino group; major species at pH 7.3. It derives from a L-histidine zwitterion. It is a tautomer of an ovothiol B.